1-benzyl-4,4-difluoropyrrolidine-3-carboxylic acid ethyl ester C(C)OC(=O)C1CN(CC1(F)F)CC1=CC=CC=C1